allcarbonyl-carbon Methyl-4-((5-fluoro-2-methoxybenzamido)methyl)-1-((2-(trimethylsilyl)ethoxy)methyl)-1H-indazole-7-carboxylate COC(=O)C=1C=CC(=C2C=NN(C12)COCC[Si](C)(C)C)CNC(C1=C(C=CC(=C1)F)OC)=O.C(C=C)C(=O)[C]